S(=O)(=O)(N)CC esylic amide